BrC1=NN(C(C2=CC(=C(C=C12)OC1COCC1)OC)=O)C 4-bromo-7-methoxy-2-methyl-6-((tetrahydrofuran-3-yl)oxy)phthalazin-1(2H)-one